OC(CCCCCCCCCCC(=O)OC(CCCCCCCCCCC(=O)O)CCCCCC)CCCCCC 12-((12-hydroxy-stearoyl)oxy)-stearic acid